3-Chloro-5,6,7,8-tetrahydrocinnoline-1-oxide ClC=1N=[N+](C=2CCCCC2C1)[O-]